N,N-dimethyl-5-phenyl-6,7-dihydro-5H-pyrrolo[1,2-b][1,2,4]triazole-2-carboxamide CN(C(=O)C=1N=C2N(N1)C(CC2)C2=CC=CC=C2)C